3-(1,1-difluoro-2-(7-(hydroxyimino)-3-oxa-9-azabicyclo[3.3.1]nonan-9-yl)-2-oxoethyl)-4-fluoro-N-(4-fluoro-3-methylphenyl)benzamide FC(C(=O)N1C2COCC1CC(C2)=NO)(F)C=2C=C(C(=O)NC1=CC(=C(C=C1)F)C)C=CC2F